tert-Butyl 6-(5-Bromo-3-nitropyridin-2-yl)-2,6-diazaspiro[3.3]heptane-2-carboxylate BrC=1C=C(C(=NC1)N1CC2(CN(C2)C(=O)OC(C)(C)C)C1)[N+](=O)[O-]